1-(4-(4-((5-(1-acryloylpiperidin-4-yl)pyrrolo[2,1-f][1,2,4]triazin-4-yl)amino)-3-fluorophenoxy)pyridin-2-yl)pyrrolidine-3-carbonitrile C(C=C)(=O)N1CCC(CC1)C=1C=CN2N=CN=C(C21)NC2=C(C=C(OC1=CC(=NC=C1)N1CC(CC1)C#N)C=C2)F